3-(2-methoxyethoxy)-D-phenylalanine methyl ester COC([C@H](N)CC1=CC(=CC=C1)OCCOC)=O